benzotriazoltrialdehyde N=1N=NC=2C1CC(=C(C2C=O)C=O)C=O